ClC=1C=C(C=C(C1)[N+](=O)[O-])N1C(C=CC1=O)=O 1-(3-chloro-5-nitrophenyl)-1H-pyrrole-2,5-dione